3,5-dimethyl-1-pyrazolecarboxamidine nitrate [N+](=O)(O)[O-].CC1=NN(C(=C1)C)C(=N)N